FC1(CCC=2C1=NC=C(C2)C(=O)OC)F methyl 7,7-difluoro-5,6-dihydro-cyclopenta[b]pyridine-3-carboxylate